3-(2-(9-(methyl(7H-pyrrolo[2,3-d]pyrimidin-4-yl)amino)-3-azaspiro[5.5]undecan-3-yl)-2-oxoethoxy)benzonitrile CN(C1CCC2(CCN(CC2)C(COC=2C=C(C#N)C=CC2)=O)CC1)C=1C2=C(N=CN1)NC=C2